ethyl (E)-6-(2-cyanovinyl)-7-(2,3-dichlorophenyl)-8-fluoro-4-hydroxy-2-methylquinoline-3-carboxylate C(#N)/C=C/C=1C=C2C(=C(C(=NC2=C(C1C1=C(C(=CC=C1)Cl)Cl)F)C)C(=O)OCC)O